COC1=CC2=C(N=C(S2)C2=NOC(=N2)C2CCN(CC2)C2=NC3=C(C=CC=C3C=C2)OC)C=C1 3-(6-methoxybenzo[d]thiazol-2-yl)-5-(1-(8-methoxyquinolin-2-yl)piperidin-4-yl)-1,2,4-oxadiazole